1-(1-(cyclobutylmethyl)-1H-pyrazol-4-yl)piperidin C1(CCC1)CN1N=CC(=C1)N1CCCCC1